3-(2-(7,8-dimethyl-[1,2,4]triazolo[1,5-a]pyridin-6-yl)-3-isopropyl-1H-indol-5-yl)-N-methyl-N-(2-(methylsulfonyl)ethyl)cyclobutan-1-amine CC1=C(C=2N(C=C1C=1NC3=CC=C(C=C3C1C(C)C)C1CC(C1)N(CCS(=O)(=O)C)C)N=CN2)C